3-((3-((4-((4-(((R)-1-(3-amino-5-(trifluoromethyl)phenyl)ethyl)amino)-7-methoxy-2-methylquinazolin-6-yl)oxy)piperidin-1-yl)methyl)phenyl)amino)piperidine-2,6-dione NC=1C=C(C=C(C1)C(F)(F)F)[C@@H](C)NC1=NC(=NC2=CC(=C(C=C12)OC1CCN(CC1)CC=1C=C(C=CC1)NC1C(NC(CC1)=O)=O)OC)C